ClC1=C(C(=O)N(C)C)C=CC(=C1)NC1CN(C1)C1CCN(CC1)C([C@@](C(F)(F)F)(O)C1=CC=C(C=C1)F)=O (S)-2-chloro-N,N-dimethyl-4-((1-(1-(3,3,3-trifluoro-2-(4-fluorophenyl)-2-hydroxypropanoyl)piperidin-4-yl)azetidin-3-yl)amino)benzamide